(E)-N'-(1-(2,3-dihydrobenzo[b][1,4]dioxin-6-yl)ethylidene)-3-methylbenzohydrazide O1C2=C(OCC1)C=C(C=C2)\C(\C)=N\NC(C2=CC(=CC=C2)C)=O